4-Azido-3-fluorobenzaldehyde N(=[N+]=[N-])C1=C(C=C(C=O)C=C1)F